BrC=1C=C(C=CC1)[C@@H](C)N(C(OC(C)(C)C)=O)CC tert-butyl (R)-(1-(3-bromophenyl)ethyl)(ethyl)carbamate